C1(CC1)[C@]1(C(N(C[C@H]1C)C1=CC=C2N1C=C(C=N2)C=2C=NN(C2)C)=O)C#N (3R,4S)-3-cyclopropyl-4-methyl-1-[3-(1-methylpyrazol-4-yl)pyrrolo[1,2-a]pyrimidin-6-yl]-2-oxopyrrolidine-3-carbonitrile